ClC=1C=C(C=CC1)C1=C(NC=2C3=C(CCC12)C=CC=C3)C(=O)O 3-(3-chlorophenyl)-4,5-dihydro-1H-benzo[g]indole-2-carboxylic Acid